2-(trifluoromethyl)phenylboric acid FC(C1=C(C=CC=C1)OB(O)O)(F)F